(3-bromoanilino)-5'-chloro-2'-methylspiro[cyclohexane-1,1'-indene]-4-carboxylic acid BrC=1C=C(NC2=C(C3(C4=CC=C(C=C24)Cl)CCC(CC3)C(=O)O)C)C=CC1